(2-sulfoethyl) methacrylate C(C(=C)C)(=O)OCCS(=O)(=O)O